C(C)(=O)C1=NN(C2=C3C(=C(C=C12)Br)CCCO3)CC(=O)OC(C)(C)C tert-Butyl 2-(3-acetyl-5-bromo-7,8-dihydropyrano[3,2-g]indazol-1(6H)-yl)acetate